1-(4-methoxy-6-(trimethylstannyl)pyridin-2-yl)-3-hydroxyazetidine COC1=CC(=NC(=C1)[Sn](C)(C)C)N1CC(C1)O